3,3',3''-(1,3,5-triazinane-1,3,5-triyl)tris(N,N-dimethylpropan-1-amine) CN(C)CCCN1CN(CN(C1)CCCN(C)C)CCCN(C)C